1-phenyl-2,4,6-trioxohexahydro-pyrimidine C1(=CC=CC=C1)N1C(NC(CC1=O)=O)=O